Cl.FC(C=1C(=C(C=CC1)[C@@](C)(N)[2H])F)F (R)-1-(3-(Difluoromethyl)-2-fluorophenyl)ethan-1-d-1-amine hydrochloride